2-(2-((S)-1-(2,3-Difluorobenzyl)-5-oxopyrrolidin-2-yl)acetamido)-N-(3-methoxyphenyl)-3-methylbutanamide FC1=C(CN2[C@@H](CCC2=O)CC(=O)NC(C(=O)NC2=CC(=CC=C2)OC)C(C)C)C=CC=C1F